OC[C@H](C)N(C(OC(C)(C)C)=O)C tert-butyl (S)-(1-hydroxypropan-2-yl)(methyl)carbamate